2-(3,4-Dihydroxyphenyl)-6-(3-methoxyphenyl)-4H-chromen-4-one OC=1C=C(C=CC1O)C=1OC2=CC=C(C=C2C(C1)=O)C1=CC(=CC=C1)OC